8-cyclobutyl-N-[(4-methoxyphenyl)methyl]-2-morpholino-N-[[1-(2-trimethylsilylethoxymethyl)benzimidazol-2-yl]methyl]pyrazolo[1,5-a][1,3,5]triazin-4-amine C1(CCC1)C=1C=NN2C1N=C(N=C2N(CC2=NC1=C(N2COCC[Si](C)(C)C)C=CC=C1)CC1=CC=C(C=C1)OC)N1CCOCC1